BrC=1C(=C(SC1C)C(C(C(O)C1=C(C=CC=C1)F)C)=O)OC 1-(4-Bromo-3-methoxy-5-methylthiophen-2-yl)-3-(2-fluorophenyl)-3-hydroxy-2-methylpropan-1-one